S(=O)(=O)(O)C1=CC=C(C)C=C1.N1C=NC=C2C1=NC=C2 Pyrrolo[2,3-d]pyrimidine tosylate